N1(C=CC=C1)C1=C(N)C=C(C=C1)C(F)(F)F 2-(1H-pyrrol-1-yl)-5-(trifluoromethyl)aniline